C12CNCC(O1)C2 6-oxa-3-azabicyclo[3.1.1]Heptane